N-tert-butyl-2-cyano-3-[4-fluoro-3-(2-[[(1R)-2-phenyl-1-[(1S,2S,6R,8S)-2,9,9-trimethyl-3,5-dioxa-4-boratricyclo[6.1.1.0^[2,6]]decan-4-yl]ethyl]carbamoyl]ethoxy)phenyl]prop-2-enamide C(C)(C)(C)NC(C(=CC1=CC(=C(C=C1)F)OCCC(N[C@@H](CC1=CC=CC=C1)B1O[C@]2([C@@H]3C([C@H](C[C@H]2O1)C3)(C)C)C)=O)C#N)=O